(2R,3R,4S,5S)-2-(4-methylpyrrolo[2,3-d]pyrimidin-7-yl)-5-[(1R)-6-chloro-3-methoxy-isochroman-1-yl]tetrahydrofuran-3,4-diol CC=1C2=C(N=CN1)N(C=C2)[C@@H]2O[C@@H]([C@H]([C@H]2O)O)[C@@H]2OC(CC1=CC(=CC=C21)Cl)OC